C1C2N(CCN1)CCCC2 octahydro-6H-pyrido[1,2-a]pyrazin